(S)-6-(((1-(6-aminopyridin-3-yl)piperidin-3-yl)(benzyl)amino)methyl)-9,10-difluoro-2,3-dihydro-7H-[1,4]oxazino[2,3,4-ij]quinolin-7-one NC1=CC=C(C=N1)N1C[C@H](CCC1)N(CC1=CC=CC=C1)CC1=CN2C3=C(C(=C(C=C3C1=O)F)F)OCC2